C(C)(C)(C)OC(=O)N1C(C(CCC1)(C)C)=O 3,3-dimethyl-2-oxo-piperidine-1-carboxylic acid tert-butyl ester